COCCOCCOC1=C(C(=C(C(=O)NC2=CC=C(C=C2)C#CC2=CC=CC=C2)C=C1)OCCOCCOC)OCCOCCOC tris(2-(2-methoxyethoxy)ethoxy)-N-(4-(phenylethynyl)phenyl)benzamide